FC1(CCN(CC1)C1=NC2=C(N1)C=CC=C2N)F 2-(4,4-difluoropiperidin-1-yl)-1H-benzo[d]imidazole-4-amine